COC=1C(=NC(=NC1)N1CCS(CC1)(=O)=O)NC1=NNC2=CC(=CC=C12)[C@@H]1C[C@@]12C(NC1=CC=C(C=C21)OC)=O 4-[5-methoxy-4-({6-[(1r,2s)-5'-methoxy-2'-oxo-1',2'-dihydrospiro[cyclopropan-1,3'-indol]-2-yl]-1H-indazol-3-yl}amino)pyrimidin-2-yl]-1λ6-thiomorpholine-1,1-dione